NCC1=NNC(C2=CC=C(C=C12)C=1C=C2C(=NC1)NC=C2)=O 4-(aminomethyl)-6-(1H-pyrrolo[2,3-b]pyridin-5-yl)phthalazin-1(2H)-one